FC(C1=NN=NN1CC(=O)N1C(CC(C1)F)C(=O)N)F 1-(2-(5-(difluoromethyl)-1H-tetrazol-1-yl)acetyl)-4-fluoropyrrolidine-2-carboxamide